C(C)(C)(C)NCC=1C=NC(=NC1)C1=C(C=C(C#N)C=C1)OC=1N(N=C(C1)C1=NC=CC=C1)C 4-[5-[(tert-butylamino)methyl]pyrimidin-2-yl]-3-(2-methyl-5-pyridin-2-ylpyrazol-3-yl)oxybenzonitrile